C(C)N(C(=O)C1(CCCC1)CNC(=O)C1=CC2=C(S1)CCCCCC2)CC N-{[1-(diethylcarbamoyl)cyclopentyl]methyl}-4H,5H,6H,7H,8H,9H-cycloocta[b]thiophene-2-carboxamide